OC1=C(C=C(C=C1)C1(C2=CC=CC=C2C=2C(=CC=CC12)C(=O)O)C1=CC(=C(C=C1)O)C)C 9,9-bis(4-hydroxy-3-methylphenyl)-9H-fluorene-4-carboxylic acid